tert-butyl (1-(3-(2-chloro-3-fluoropyridin-4-yl)-1-methyl-1H-pyrazol-4-yl)ethyl)(methyl)carbamate ClC1=NC=CC(=C1F)C1=NN(C=C1C(C)N(C(OC(C)(C)C)=O)C)C